C(C)(=O)O.C(CCCCCCCCCCC\C=C/CCCC)(=O)O (Z)-13-octadecenoic acid acetate